N-((3R,4S)-3-(CYCLOPROPYLMETHOXY)-7-FLUOROCHROMAN-4-YL)-6-(TRIFLUOROMETHYL)-7H-PYRROLO[2,3-D]PYRIMIDIN-4-AMINE C1(CC1)CO[C@H]1COC2=CC(=CC=C2[C@@H]1NC=1C2=C(N=CN1)NC(=C2)C(F)(F)F)F